N1N=NN=C1CNC1=CC(=C(CC2=NN(C(O2)=O)C(C)C)C(=C1)Cl)Cl 5-(4-(((1H-tetrazol-5-yl)methyl)amino)-2,6-dichlorobenzyl)-3-isopropyl-1,3,4-oxadiazol-2(3H)-one